C1(CC1)C1N(CCC2=CC(=C(C=C12)NC1=NC=C(C(=N1)NC1=C(C=CC=C1)C(F)(F)F)C#N)OC)C 2-((1-cyclopropyl-6-methoxy-2-methyl-1,2,3,4-tetrahydroisoquinolin-7-yl)amino)-4-((2-(trifluoromethyl)phenyl)amino)pyrimidine-5-carbonitrile